C(C(C)C)OC(CCCCN1CCC(CC1)C1=C2C(=NC=C1)NC(=N2)C2CC2)=O 4-[2-cyclopropyl-3H-imidazo[4,5-b]pyridin-7-yl]piperidinevaleric acid isobutyl ester